O1C=C(C=C1)C=1N=C(C2=C(N1)SC(=C2)C)NCCCC2=CC=C(C=C2)C2=CSC=C2 2-(furan-3-yl)-6-methyl-N-(3-[4-(thiophen-3-yl)phenyl]propyl)thieno[2,3-d]pyrimidin-4-amine